BrC=1C=CC(=C(OCC(C(C)(C)C)=O)C1)F 1-(5-bromo-2-fluorophenoxy)-3,3-dimethylbutan-2-one